NC1=NC(=NN2C1=C(C=C2)C2=CC=C1C(=N2)N(C(=N1)C)CCF)N[C@H]1C(CN(CC1)C(C)=O)(F)F (R)-1-(4-((4-Amino-5-(3-(2-fluoroethyl)-2-methyl-3H-imidazo[4,5-b]pyridin-5-yl)pyrrolo[2,1-f][1,2,4]triazin-2-yl)amino)-3,3-difluoropiperidin-1-yl)ethan-1-one